((3S,4S)-8-(9-iodo-7-(4-methoxybenzyl)-7H-imidazo[1,2-c]pyrazolo[4,3-e]pyrimidin-5-yl)-3-methyl-2-oxa-8-azaspiro[4.5]decan-4-yl)carbamic acid tert-butyl ester C(C)(C)(C)OC(N[C@@H]1[C@@H](OCC12CCN(CC2)C2=NC1=C(C=3N2C=CN3)C(=NN1CC1=CC=C(C=C1)OC)I)C)=O